4-(1-(4-(tert-butyl)Phenyl)-1H-1,2,3-triazol-4-yl)benzoic acid C(C)(C)(C)C1=CC=C(C=C1)N1N=NC(=C1)C1=CC=C(C(=O)O)C=C1